phosphotin sulfide P(=O)(=O)[Sn]=S